[Cl-].[Cl-].FC(C=1C=C(C=CC1)C(=[Zr+2](C1=C(C(=CC=2C3=CC(=C(C=C3CC12)C1=CC=CC=C1)C(C)(C)C)C(C)(C)C)C1=CC=CC=C1)C1C=CC=C1)C1=CC(=CC=C1)C(F)(F)F)(F)F di(m-trifluoromethyl-phenyl)methylene(cyclopentadienyl)(2,7-diphenyl-3,6-ditert-butylfluorenyl)zirconium dichloride